O=C1NC(CCC1N1C(C2=CC=CC(=C2C1=O)OCCOCCOCCC(=O)O)=O)=O 3-(2-(2-((2-(2,6-dioxopiperidin-3-yl)-1,3-dioxoisoindolin-4-yl)oxy)ethoxy)ethoxy)propanoic acid